2-{3-methoxy-4-[(1r,3r)-3-(dimethylamino)cyclobutoxy]phenylamino}-4-(7-methyl-3-quinolylamino)pyrimidine COC=1C=C(C=CC1OC1CC(C1)N(C)C)NC1=NC=CC(=N1)NC=1C=NC2=CC(=CC=C2C1)C